3,4,6-trichloro-5-(2-bromo-phenoxy)-phthalonitrile ClC1=C(C(C#N)=C(C(=C1Cl)OC1=C(C=CC=C1)Br)Cl)C#N